Imidazole bicarbonate C(O)(O)=O.N1C=NC=C1